C1(CC1)C1=CC(=NC=2N1N=C(C2)C2=C(C=C(C=C2)N2C[C@H](CC2)NC(C(F)(F)F)=O)F)C(=O)N2[C@@H](C1=CC=CC=C1CC2)C N-[(3S)-1-(4-{7-Cyclopropyl-5-[(1R)-1-methyl-1,2,3,4-tetrahydroisoquinoline-2-carbonyl]pyrazolo[1,5-a]pyrimidin-2-yl}-3-fluorophenyl)pyrrolidin-3-yl]-2,2,2-trifluoroacetamide